N-(6-(benzo[d][1,3]dioxol-5-ylamino)-1H-pyrazolo[3,4-b]pyridin-3-yl)-4-(1-methylpiperidin-4-yl)benzamide O1COC2=C1C=CC(=C2)NC2=CC=C1C(=N2)NN=C1NC(C1=CC=C(C=C1)C1CCN(CC1)C)=O